C(C)(C)(C)OC(=O)N1CCOCC12CCNCC2 4-oxa-1,9-diazaspiro[5.5]undecane-1-carboxylic acid tert-butyl ester